NC1=NC2=CC=C(C=C2C=C1C)C(=O)N(CC1=NC=C(C=C1)C(F)(F)F)[C@@H](C)[C@@H](C)O 2-amino-N-((2S,3R)-3-hydroxy-2-butanyl)-3-methyl-N-((5-(trifluoromethyl)-2-pyridinyl)methyl)-6-quinolinecarboxamide